CC1=C2CN(C(C2=CC=C1)=O)C1CCC(CC1)C(=O)NC1=CC(=C(C=C1)C)C1COC1 (1s,4s)-4-(4-Methyl-1-oxoisoindolin-2-yl)-N-(4-methyl-3-(oxetan-3-yl)phenyl)cyclohexane-1-carboxamide